5-({[2-chloro-5-(trifluoromethyl)phenyl]methyl}sulfonylamino)-1,3-thiazole-4-carboxylic acid ClC1=C(C=C(C=C1)C(F)(F)F)CS(=O)(=O)NC1=C(N=CS1)C(=O)O